4-acetylamino-6-(4-bromophenyl)-3-chloro-pyridine-2-carboxylic acid methyl ester COC(=O)C1=NC(=CC(=C1Cl)NC(C)=O)C1=CC=C(C=C1)Br